O[C@@]1(C(N(CC1)C)=O)C1=CC(=NO1)C1=NC(=CC(=C1)OC)C1=NC(=NC=C1)NC1=NN(C=C1)C (R)-3-Hydroxy-3-(3-(4-methoxy-6-(2-((1-methyl-1H-pyrazol-3-yl)amino)pyrimidin-4-yl)pyridin-2-yl)isoxazol-5-yl)-1-methylpyrrolidin-2-one